1-Methylethyl 11-Methoxy-3,7,11-trimethyl-2,4-dodecadienoate COC(CCCC(CC=CC(=CC(=O)OC(C)C)C)C)(C)C